(S)-3-(benzyloxycarbonylamino)-4-((4-fluorophenyl)(methyl)amino)-4-oxobutanoic acid C(C1=CC=CC=C1)OC(=O)N[C@@H](CC(=O)O)C(=O)N(C)C1=CC=C(C=C1)F